N-(3,5-difluoro-4-((6-methoxy-7-(2-(methylamino)ethoxy)quinolin-4-yl)oxy)phenyl)-4,5-difluoro-2-methoxybenzamide FC=1C=C(C=C(C1OC1=CC=NC2=CC(=C(C=C12)OC)OCCNC)F)NC(C1=C(C=C(C(=C1)F)F)OC)=O